CN1C(OC2=C1C=CC(=C2)C2CN(CCN2C(NCCCCC2=CC=CC=C2)=O)C(=O)OCC2=CC=CC=C2)=O Benzyl 3-(3-methyl-2-oxo-1,3-benzoxazol-6-yl)-4-(4-phenylbutylcarbamoyl)piperazine-1-carboxylate